C(C1=CC=CC=C1)N1C[C@@H](CCC1)OC(C(C1=CC=CC=C1)(C1=CC=CC=C1)O)=O (R)-2-hydroxy-2,2-diphenylacetic acid-1-benzylpiperidin-3-yl ester